(3-(1-acetylpiperidin-4-yl)-5'-fluoro-1'-methyl-1H,1'H-[4,6'-biindazol]-1-yl)-N-methyl-N-(((2R,3R)-3-(3-methyl-1H-1,2,4-triazol-5-yl)tetrahydrofuran-2-yl)methyl)acetamide C(C)(=O)N1CCC(CC1)C1=NN(C=2C=CC=C(C12)C1=C(C=C2C=NN(C2=C1)C)F)CC(=O)N(C[C@@H]1OCC[C@@H]1C1=NC(=NN1)C)C